ClC=1C(=C(C=C(C1CC1=CC(=C(C=C1)O)C(C)C)Cl)SCC(=O)NC)F 2-((3,5-dichloro-2-fluoro-4-(4-hydroxy-3-isopropylbenzyl)phenyl)thio)-N-methylacetamide